5,5-dimethyl-1-((2-oxo-2,3-dihydro-1H-pyrrolo[2,3-b]pyridin-4-yl)methyl)-3-(4-(1,1,1-trifluoro-2-methylpropan-2-yl)phenyl)imidazolidine-2,4-dione CC1(C(N(C(N1CC1=C2C(=NC=C1)NC(C2)=O)=O)C2=CC=C(C=C2)C(C(F)(F)F)(C)C)=O)C